3-(dimethylamino)-1-(2-fluorophenyl)-2-methylprop-2-en-1-one CN(C=C(C(=O)C1=C(C=CC=C1)F)C)C